2-(((αR)-6-(3-(4-benzylphenyl)-2,5-dioxoimidazolidin-1-yl)spiro[3.3]heptan-2-yl)oxy)nicotinamide C(C1=CC=CC=C1)C1=CC=C(C=C1)N1C(N(C(C1)=O)C1CC2(CC(C2)OC2=C(C(=O)N)C=CC=N2)C1)=O